NC1=C(C=C(C=N1)C=1C=C2N(N1)CC[C@]21CN(CC1)C(=O)NC1(CCC1)C1=CC=CC=C1)OC(F)F |r| (rac)-2'-[6-amino-5-(difluoromethoxy)pyridin-3-yl]-N-(1-phenylcyclobutyl)-5',6'-dihydrospiro[pyrrolidine-3,4'-pyrrolo[1,2-b]pyrazole]-1-carboxamide